CC=1OC(=CC1C)C1=CC2=CC=CC=C2C=C1 2,3-dimethyl-5-(2-naphthyl)furan